Tetrabutyl-ammonium bisulphate S([O-])(O)(=O)=O.C(CCC)[N+](CCCC)(CCCC)CCCC